NCC=1C=C(C=CC1)C1=CC(=CC=2C=C(OC21)CCOC2=C(C=CC=C2)CC(=O)OCC)COC2=C(C=CC=C2)CC(=O)OCC ethyl 2-(2-((7-(3-(aminomethyl)phenyl)-2-(2-(2-(2-ethoxy-2-oxoethyl)phenoxy)ethyl)benzofuran-5-yl)methoxy)phenyl)acetate